2,5-bis(3-(trifluoromethyl)-9H-carbazol-9-yl)isophthalonitrile FC(C=1C=CC=2N(C3=CC=CC=C3C2C1)C1=C(C#N)C=C(C=C1C#N)N1C2=CC=CC=C2C=2C=C(C=CC12)C(F)(F)F)(F)F